COC1=C(CCN)C=CC(=C1OC)OC 2,3,4-trimethoxy-phenethylamine